N-((2-(cyclopropanesulfonylamino)thiazol-4-yl)methyl)-4-(6-isopropoxypyrazin-2-yl)benzamide C1(CC1)S(=O)(=O)NC=1SC=C(N1)CNC(C1=CC=C(C=C1)C1=NC(=CN=C1)OC(C)C)=O